glutaconic acid monohydroxyethyl ester OCCOC(C=CCC(=O)O)=O